FC(C(C(F)(F)F)OC1=CC=C(N)C=C1)(F)F 4-((1,1,1,3,3,3-hexafluoropropan-2-yl)oxy)aniline